(R)-(+)-(1,1'-Binaphthalene-2,2'-diyl)bis(diphenylphosphine) C1=CC=C(C=C1)P(C2=CC=CC=C2)C3=C(C4=CC=CC=C4C=C3)C5=C(C=CC6=CC=CC=C65)P(C7=CC=CC=C7)C8=CC=CC=C8